CC=1SC(=CC1C(=O)NC1=NC(=NS1)CN1CCCC1)C1=CC(=CC=C1)OC(F)F 2-methyl-5-(3-(difluoromethoxy)phenyl)-N-(3-(pyrrolidin-1-ylmethyl)-1,2,4-thiadiazol-5-yl)thiophene-3-carboxamide